CC(CCCCCCCCCCCCC(=O)O)CC 14-methylpalmitic acid